(S,Z)-2-(methoxymethyl)-N-((R)-2-methyl-6-(triethylsilyl)cyclohex-2-en-1-ylidene)pyrrolidin-1-amine COC[C@H]1N(CCC1)\N=C/1\C(=CCC[C@H]1[Si](CC)(CC)CC)C